2-((2-methoxyphenyl)amino)ethan-1-ol COC1=C(C=CC=C1)NCCO